2-phenyl-1,3-thiazole-4-carboxylic acid C1(=CC=CC=C1)C=1SC=C(N1)C(=O)O